ClC=1C=C2C(C(=CN(C2=CC1N1[C@@H](C[C@@H](C1)F)COC1=NC=CC=C1Cl)C1=NC=CN=C1)C(=O)OCC)=O ethyl 6-chloro-7-[(2S,4S)-2-{[(3-chloropyridin-2-yl)oxy]methyl}-4-fluoropyrrolidin-1-yl]-4-oxo-1-(pyrazin-2-yl)-1,4-dihydroquinoline-3-carboxylate